[N+](=O)([O-])C1=C(C=CC=C1)C1=NC2=C(N1)C=CC=C2C(=O)N 2-(2-nitrophenyl)-1H-benzo[d]imidazole-4-carboxamide